C(CCCCCCC\C=C/CCCCCCCC)OCCO (Z)-2-(octadec-9-en-1-yloxy)ethan-1-ol